tert-Butyl N-[6-benzyloxy-12-methyl-6,15-bis(trifluoromethyl)-13,19-dioxa-3,4,18-triazatricyclo[12.3.1.12,5]nonadeca-1(18),2,4,9,14,16-hexaen-17-yl]carbamate C(C1=CC=CC=C1)OC1(C2=NN=C(C=3C(=CC(=C(OC(CC=CCC1)C)N3)C(F)(F)F)NC(OC(C)(C)C)=O)O2)C(F)(F)F